2,2-difluoroethylphenyl carbonate C(OC1=C(C=CC=C1)CC(F)F)([O-])=O